C(C)(C)(C)NC(=O)C1=C(C(=CC(=C1)Cl)C)NC(=O)C1=CC(=NN1C1=NC=CC=C1Cl)OC1CS(C1)(=O)=O N-(2-(tert-butylcarbamoyl)-4-chloro-6-methylphenyl)-1-(3-chloropyridin-2-yl)-3-((1,1-dioxothietan-3-yl)oxy)-1H-pyrazole-5-carboxamide